4-(4-(4-(2,6-Difluorobenzyl)-5-oxo-4,5-dihydro-1H-1,2,4-triazol-1-yl)-2-fluorophenoxy)-5-fluoropyridinecarbonitrile FC1=C(CN2C=NN(C2=O)C2=CC(=C(OC3=CC(=NC=C3F)C#N)C=C2)F)C(=CC=C1)F